1-(1H-indol-4-yl)-5,6,7-trimethoxy-2,3-dihydroquinolin-4(1H)-one N1C=CC2=C(C=CC=C12)N1CCC(C2=C(C(=C(C=C12)OC)OC)OC)=O